C(#N)C=1C(=C2CC[C@H](C2=CC1)OC1=CC=C(C=C1)[C@H](CC(=O)O)C#CC)C=1C=NC(=CC1)O[C@H]1COCC1 (S)-3-(4-(((R)-5-Cyano-4-(6-(((R)-tetrahydrofuran-3-yl)oxy)pyridin-3-yl)-2,3-dihydro-1H-inden-1-yl)oxy)phenyl)hex-4-ynoic Acid